C(C)(=O)O.C(C)(=O)O.CC1=C(C(=CC=C1)CC#N)I (2-methyl-6-cyanomethylphenyl) iodide diacetate